N1=C(C=CC=C1)CNS(=O)(=O)C1=CC=CC=C1 N-(1-(pyridin-2-yl)methyl)benzenesulfonamide